C(C)N1C(=NC=2N(C(N(C(C12)=O)CC#C)=O)CCCCP(OCC)(OCC)=O)CC1=CC=CC2=CC=CC=C12 Diethyl (4-(7-ethyl-8-(naphthalen-1-ylmethyl)-2,6-dioxo-1-(prop-2-yn-1-yl)-1,2,6,7-tetra-hydro-3H-purin-3-yl)butyl)phosphonate